6-undecanone CCCCCC(CCCCC)=O